CN(C(=O)[C@@H](CC=1C=C2C=NNC2=C(C1)C)NC(=O)N1CCC(CC1)N1C(NC2=CC=CC=C2C1)=O)C |r| (±)-4-(2-Oxo-1,4-dihydro-2H-quinazolin-3-yl)-piperidine-1-carboxylic acid [1-dimethylcarbamoyl-2-(7-methyl-1H-indazol-5-yl)-ethyl]-amide